3-Hydroxy-N-[2-[3-(4-hydroxyphenyl)prop-2-enoyl]phenyl]benzenesulfonamide OC=1C=C(C=CC1)S(=O)(=O)NC1=C(C=CC=C1)C(C=CC1=CC=C(C=C1)O)=O